sodium anthraquinone-2,7-disulfonate C1=C(C=CC=2C(C3=CC=C(C=C3C(C12)=O)S(=O)(=O)[O-])=O)S(=O)(=O)[O-].[Na+].[Na+]